C(C)(C)(C)OC(=O)N[C@@H]1[C@@H](OCC12CCN(CC2)C=2N=C(C(=NC2CO)SC2=C(C=1N(C=C2)C=C(N1)C(=O)O)Cl)C)C 7-((5-((3S,4S)-4-((tert-butoxycarbonyl)amino)-3-methyl-2-oxa-8-azaspiro[4.5]decan-8-yl)-6-(hydroxymethyl)-3-methylpyrazin-2-yl)thio)-8-chloroimidazo[1,2-a]pyridine-2-carboxylic acid